CC1=NC=CC2=C(C=CC=C12)C(C(=O)OC(C)(C)C)N1CC(C1)OCCCCC[C@@H]1NC2=NC=CC=C2CC1 tert-butyl 2-(1-methylisoquinolin-5-yl)-2-(3-(5-((S)-1,2,3,4-tetrahydro-1,8-naphthyridin-2-yl)pentyloxy)azetidin-1-yl)acetate